COCCCN1N=CC=C1C(F)(F)F 1-(3-methoxypropyl)-5-(trifluoromethyl)-1H-pyrazol